4-(6-methylpyridin-2-yl)-5-([1,2,4]triazolo[1,5-a]pyridin-6-yl)-thiazol-2-amine CC1=CC=CC(=N1)C=1N=C(SC1C=1C=CC=2N(C1)N=CN2)N